(2S)-2-aminobutane-1,4-dithiol N[C@H](CS)CCS